[N+](=O)([O-])C=1C=NC=CC1N 3-nitropyridin-4-amine